1-(3-hydroxy-5-methoxy-1-(4-methoxyphenyl)-2-(naphthalen-1-yl)-1H-indol-4-yl)-2-(naphthalen-1-yl)ethane-1,2-dione OC1=C(N(C2=CC=C(C(=C12)C(C(=O)C1=CC=CC2=CC=CC=C12)=O)OC)C1=CC=C(C=C1)OC)C1=CC=CC2=CC=CC=C12